(2R,3R,5R)-4-[[5-tert-Butyl-3-(3,4-difluoro-2-methoxyphenyl)tetrahydrofuran-2-carbonyl]amino]pyridin-2-carboxamid C(C)(C)(C)[C@H]1C[C@@H]([C@@H](O1)C(=O)NC1=CC(=NC=C1)C(=O)N)C1=C(C(=C(C=C1)F)F)OC